ClC1=C(OC2CCN(CC2)C2=CC=C(N=N2)C(=O)OC)C=C(C=C1)F methyl 6-(4-(2-chloro-5-fluorophenoxy)piperidin-1-yl)pyridazine-3-carboxylate